O=S1(CCN(CC1)CC1=CC=C(C=C1)C#CC1=CC=C(C=C1)C1N(C(N(C1)CC1=C(C(NC=N1)=O)O)=O)C(C)C)=O 6-((4-(4-((4-((1,1-dioxidothiomorpholino)methyl)phenyl)ethynyl)phenyl)-3-isopropyl-2-oxoimidazolidin-1-yl)methyl)-5-hydroxypyrimidin-4(3H)-one